bis-[2-[7-oxabicyclo[4.1.0]hept-3-yl]ethyl]disiloxane C12CC(CCC2O1)CC[SiH](O[SiH3])CCC1CC2OC2CC1